C(N)(OCC(CC(C)(C)C)OC1=NC(=C2N=C(N(C2=N1)CC1=CC(=CC=C1)CP(=O)(OC)O)OC)N)=O (tert-butyl 2-((6-amino-9-(3-((hydroxy (methoxy) phosphoryl) methyl) benzyl)-8-methoxy-9H-purin-2-yl) oxy) propyl) carbamate